p-hydroquinone C1=CC(=CC=C1O)O